(3-(2-methylphenethyl)piperidin-1-yl)(2-phenyl-2H-1,2,3-triazol-4-yl)methanone CC1=C(CCC2CN(CCC2)C(=O)C2=NN(N=C2)C2=CC=CC=C2)C=CC=C1